C(C)[Ge]CC Di(ethyl)germanium